4-(1-ethoxyvinyl)-3,3,5,5-tetramethylcyclohexanone C(C)OC(=C)C1C(CC(CC1(C)C)=O)(C)C